ClC=1C(=C(C=CC1)/C(/C(=O)OC)=C\OC)CO/N=C(/COC)\C1=NC=C(C=C1)F methyl (E)-2-[3-chloro-2-[[(E)-[1-(5-fluoro-2-pyridyl)-2-methoxy-ethylidene]amino]oxy-methyl]phenyl]-3-methoxy-prop-2-enoate